ClC=1C=CC(=C(C1)C1=CC(=C(N=N1)OCC1CN(C1)C)NC1=CC(=NC=C1)NC(=O)C1CC1)F N-(4-{[6-(5-chloro-2-fluoro-phenyl)-3-[(1-methylazetidin-3-yl)methoxy]pyridazin-4-yl]amino}pyridin-2-yl)cyclopropanecarboxamide